C(C=C)N(CC=C)CCC1=CNC2=CC(=CC=C12)OC N-allyl-N-(2-(6-methoxy-1H-indol-3-yl)ethyl)prop-2-en-1-amine